O.O.O[C@@H](C(=O)O)[C@H](C(=O)O)O.C1(C(C(C(C1([2H])[2H])([2H])[2H])([2H])[2H])([2H])[2H])C(CC#N)NN 3-(cyclopentyl-2,2,3,3,4,4,5,5-d8)-3-hydrazineylpropanenitrile (2R,3R)-2,3-dihydroxysuccinate dihydrate